ammonium 3,5-di-tert-butyl-4-methoxybenzenesulfonate C(C)(C)(C)C=1C=C(C=C(C1OC)C(C)(C)C)S(=O)(=O)[O-].[NH4+]